ClC=1N=C2C(=C(C(N(C2=CC1)C)=O)C#N)N(C)[C@@H]1CC[C@H](CC1)N(C1=CC(=CC=C1)OC)CC1CC1 trans-6-chloro-4-((4-((cyclopropylmethyl)(3-methoxyphenyl)amino)cyclohexyl)(methyl)amino)-1-methyl-2-oxo-1,2-dihydro-1,5-naphthyridine-3-carbonitrile